4-(4-benzhydryl-piperazin-1-yl)-3-nitro-1,5-naphthyridin-2(1H)-one C(C1=CC=CC=C1)(C1=CC=CC=C1)N1CCN(CC1)C1=C(C(NC2=CC=CN=C12)=O)[N+](=O)[O-]